O1C2=C(OCC1)C=C(C=C2)C2N(CCC2)CC2=C(C=C(C=C2)C2=NC=CC=C2)C 2-(4-((2-(2,3-dihydrobenzo[b][1,4]dioxin-6-yl)pyrrolidin-1-yl)methyl)-3-methylphenyl)pyridine